7-chloro-3-(2,6-dichloro-3,5-dimethoxyphenyl)-N-((1-methylpyrrolidin-2-yl)methyl)-2,6-naphthyridine-1-amine ClC1=NC=C2C=C(N=C(C2=C1)NCC1N(CCC1)C)C1=C(C(=CC(=C1Cl)OC)OC)Cl